5-chloro-4-(4-prop-2-ynylpiperazin-1-yl)-2-(4-pyridinyl)-1H-pyrimidin-6-one ClC1=C(N=C(NC1=O)C1=CC=NC=C1)N1CCN(CC1)CC#C